CN(C(OC(C)(C)C)=O)C=1C(=NC=CC1)NC1=NC(=NS1)C1=NC=CC(=C1)C tert-butyl methyl-(2-((3-(4-methylpyridin-2-yl)-1,2,4-thiadiazol-5-yl)amino)pyridin-3-yl)carbamate